C1(=CC=CC=C1)[N+]1=C(C=CC2=CC=CC=C12)C1=CC=CC=C1 1,2-diphenylquinolinium